N-(3-(1-((R)-3-methyl-10-oxo-1,2,3,4,7,8-hexahydropyrido[4',3':3,4]pyrazolo[1,5-a]pyrazin-9(10H)-yl)ethyl)phenyl)-N-(methylsulfonyl)methanesulfonamide trifluoroacetate FC(C(=O)O)(F)F.C[C@@H]1CC2=NN3C(C(N(CC3)C(C)C=3C=C(C=CC3)N(S(=O)(=O)C)S(=O)(=O)C)=O)=C2CN1